1,1,1-trifluoro-2-(3-(6-(((3S,4S)-4-fluoropyrrolidin-3-yl)amino)pyrazin-2-yl)imidazo[1,2-a]pyrazin-6-yl)propan-2-ol FC(C(C)(O)C=1N=CC=2N(C1)C(=CN2)C2=NC(=CN=C2)N[C@H]2CNC[C@@H]2F)(F)F